6-((3-(4-((1-methylpiperidin-4-yl)amino)-1-(2,2,2-trifluoroethyl)-1H-indol-2-yl)prop-2-yn-1-yl)amino)-2,3-dihydrobenzo[d]isothiazole 1,1-dioxide CN1CCC(CC1)NC1=C2C=C(N(C2=CC=C1)CC(F)(F)F)C#CCNC1=CC2=C(CNS2(=O)=O)C=C1